Dimethyl-Phenazine CC1=C(C2=NC3=CC=CC=C3N=C2C=C1)C